O1C(C(C(C1C(=O)O)C(=O)O)C(=O)O)C(=O)O 2,3,4,5-tetrahydrofuranetetracarboxylic acid